5-((4-methoxybenzyl)oxy)-2-vinylpyridine COC1=CC=C(COC=2C=CC(=NC2)C=C)C=C1